CC1=CC=CC(=N1)C(CC1=NC2=CC=CN=C2C=C1)=O (6-methylpyridin-2-yl)-2-(1,5-naphthyridin-2-yl)ethan-1-one